(S)-3-(2-(1H-indazol-6-yl)-5-(methylcarbamoyl)-1H-benzo[d]imidazol-1-yl)-4,4-dimethylvaleric acid methyl ester COC(C[C@@H](C(C)(C)C)N1C(=NC2=C1C=CC(=C2)C(NC)=O)C2=CC=C1C=NNC1=C2)=O